3-(4-amino-6-chloro-7-cyclopropyl-2-oxopyrido[2,3-d]pyrimidin-1(2H)-yl)-2-methoxybenzonitrile NC=1C2=C(N(C(N1)=O)C=1C(=C(C#N)C=CC1)OC)N=C(C(=C2)Cl)C2CC2